prop-2-en-1-yl 4-[4-(3-{[4-(1H-imidazole-2-amido)-1-methylpyrrol-2-yl]formamido}propanamido)-1-methylimidazole-2-amido]-1-methylpyrrole-2-carboxylate N1C(=NC=C1)C(=O)NC=1C=C(N(C1)C)C(=O)NCCC(=O)NC=1N=C(N(C1)C)C(=O)NC=1C=C(N(C1)C)C(=O)OCC=C